1-(3-(6-((cis)-3,4-difluoropyrrolidin-1-yl)-4-(1-methyl-1H-pyrazol-3-yl)pyridin-3-yl)pyrrolidin-1-yl)prop-2-en-1-one F[C@@H]1CN(C[C@@H]1F)C1=CC(=C(C=N1)C1CN(CC1)C(C=C)=O)C1=NN(C=C1)C